O1COC2=C1C=CC=C2O[C@@H](CCN2CCN(CC2)C)C=2SC(=CC2)Br (S)-1-(3-(benzo[d][1,3]dioxol-4-yloxy)-3-(5-bromothiophen-2-yl)propyl)-4-methylpiperazine